ClC=1C=C2C(=C(N(CC2=C(C1)N1CCCC2=CC(=C(C=C12)C(F)F)C=1C=NN(C1)C)C(=O)OC(C)(C)C)O)O tert-butyl 6-chloro-8-(7-(difluoromethyl)-6-(1-methyl-1H-pyrazol-4-yl)-3,4-dihydroquinolin-1(2H)-yl)-3,4-dihydroxyisoquinoline-2(1H)-carboxylate